5-fluoro-7-((1-(2-(piperazin-1-yl-2,2,3,3,5,5,6,6-d8)ethyl)piperidin-4-yl)methoxy)-2-(((tetrahydro-2H-pyran-4-yl)thio)methyl)quinazolin-4(3H)-one FC1=C2C(NC(=NC2=CC(=C1)OCC1CCN(CC1)CCN1C(C(NC(C1([2H])[2H])([2H])[2H])([2H])[2H])([2H])[2H])CSC1CCOCC1)=O